ClC=1C(=C(C=CC1)NC1=C(NC2=C1C(NCC21CCC1)=O)C1=CC=NC2=CC=C(N=C12)OC)OC 3'-((3-chloro-2-methoxyphenyl)amino)-2'-(6-methoxy-1,5-naphthyridin-4-yl)-5',6'-dihydrospiro[cyclobutane-1,7'-pyrrolo[3,2-c]pyridin]-4'(1'H)-one